OCCN(CCO)C 2-[2-hydroxyethyl-(methyl)amino]ethanol